ClC1=CC=C2\C(\C(NC2=C1)=O)=C/C1=CC(=CC=C1)OC (E)-6-chloro-3-(3-(methoxy)benzylidene)indol-2-one